ClC=1C=C(C(=CC1)Cl)CO 3,6-dichlorophenyl-methanol